2-(4-(3-isopropyl-2-(8-methyl-[1,2,4]triazolo[1,5-a]pyridin-6-yl)-1H-indol-5-yl)piperidin-1-yl)propanenitrile C(C)(C)C1=C(NC2=CC=C(C=C12)C1CCN(CC1)C(C#N)C)C=1C=C(C=2N(C1)N=CN2)C